fluoro-N-(4-fluoro-3-((3-hydroxycyclobutyl)carbamoyl)benzyl)-4'-hydroxy-3',4'-dihydro-1'H-spiro[piperidine-4,2'-quinoline]-1-carboxamide FN1C2(CC(C3=CC=CC=C13)O)CCN(CC2)C(=O)NCC2=CC(=C(C=C2)F)C(NC2CC(C2)O)=O